O[C@@H]1C[C@H]2[C@@H]3CCC([C@@]3(C)CC[C@@H]2[C@]2(C=CC(C=C12)=O)C)=O 6beta-hydroxyandrosta-1,4-diene-3,17-dione